[Si](C1=CC=CC=C1)(C1=CC=CC=C1)(C(C)(C)C)OC[C@@H]1CO[C@@H](CN1C(=O)OC(C)(C)C)C(NC(C)(C)C1=C(C=C(C=C1)F)OC)=O Tert-butyl (2S,5S)-5-(((tert-butyldiphenylsilyl)oxy)methyl)-2-((2-(4-fluoro-2-methoxyphenyl)propan-2-yl)carbamoyl)morpholine-4-carboxylate